C(C1=CC=CC=C1)C1CC2(CN(C2)C(=O)OCCCC)CC1 butyl 6-benzyl-2-azaspiro[3.4]octane-2-carboxylate